1-(2-(4-fluorophenoxy)ethyl)-1H-1,2,3-triazole FC1=CC=C(OCCN2N=NC=C2)C=C1